N-methyl-N-(5,6,7,8-tetrahydro-1,7-naphthyridin-2-yl)acrylamide TFA salt OC(=O)C(F)(F)F.CN(C(C=C)=O)C1=NC=2CNCCC2C=C1